Trifluoromethanesulfonic acid 4-formyl-2-isopropylphenyl ester C(=O)C1=CC(=C(C=C1)OS(=O)(=O)C(F)(F)F)C(C)C